C12(CC3CC(CC(C1)C3)C2)NC(CC(=O)N(C)CCCN)=O N-adamantan-1-yl-N'-(3-aminopropyl)-N'-methylmalonic acid diamide